5-oxo-pyrrolidine-3-carbonitrile O=C1CC(CN1)C#N